1-(1-(4-bromo-2-(2-fluorobenzoyl)phenyl)-4-carboxy-1H-imidazol-5-yl)propan-1-aminium chloride [Cl-].BrC1=CC(=C(C=C1)N1C=NC(=C1C(CC)[NH3+])C(=O)O)C(C1=C(C=CC=C1)F)=O